C(C)(C)(C)OC(=O)N1CC[C@]2(C3=C(NC(O2)=O)N=CC=C3)CCC1 (S)-2'-oxo-1',2'-dihydrospiro[azepane-4,4'-pyrido[2,3-d][1,3]oxazine]-1-carboxylic acid tert-butyl ester